FC(C1=NN=C2N1CCN(C2)C(=O)C=2C=C(C=CC2)C2=NC1=C(N2)C=CC=C1C(=O)N)(F)F 2-(3-(3-(trifluoromethyl)-5,6,7,8-tetrahydro-[1,2,4]triazolo[4,3-a]pyrazine-7-carbonyl)phenyl)-1H-benzo[d]imidazole-4-carboxamide